2-(6-Chloro-benzothiazol-2-ylamino)-1-methyl-1H-benzoimidazol-5-carboxylic acid [2-(4-methyl-piperazin-1-yl)-2-oxo-ethyl]-amide CN1CCN(CC1)C(CNC(=O)C1=CC2=C(N(C(=N2)NC=2SC3=C(N2)C=CC(=C3)Cl)C)C=C1)=O